(3R,4R)-1-(cyclopropylsulfonyl)-4-((7-(2,2-difluorocyclopentyl)-5-fluoropyrrolo[2,1-f][1,2,4]triazin-2-yl)amino)piperidin-3-ol C1(CC1)S(=O)(=O)N1C[C@H]([C@@H](CC1)NC1=NN2C(C=N1)=C(C=C2C2C(CCC2)(F)F)F)O